C(C)(C)[Si](OC)(OC)C(C)C di(isopropyl)-dimethoxysilane